n-Octanoyl chloride CCCCCCCC(=O)Cl.Cl